C=1(C(=CC=C2C=CC=CC12)O)O Naphthalindiol